ClC=1C=CC(=NC1)C1=NOC(=C1C(=O)OCC)C ethyl 3-(5-chloro-2-pyridyl)-5-methyl-isoxazole-4-carboxylate